S1C(=NC2=C1C=CC=C2)NC2=C(C1=C(N=N2)N(CCC1)C=1SC(=CN1)CCCOC1=C(C=C(C=C1)C#CCN1CCNCC1)F)C 2-[3-(1,3-Benzothiazol-2-ylamino)-4-methyl-6,7-dihydro-5H-pyrido[2,3-c]pyridazin-8-yl]-5-[3-[2-fluoro-4-(3-piperazin-1-ylprop-1-ynyl)phenoxy]propyl]thiazol